2-bromo-3-chloro-6-hydroxybenzaldehyde BrC1=C(C=O)C(=CC=C1Cl)O